N-(2-cyclopropyl-4-iodo-5-methylphenyl)-N-{1,2-dimethyl-3-oxopyrazolo[4,3-b]pyridin-5-yl}but-2-ynamide C1(CC1)C1=C(C=C(C(=C1)I)C)N(C(C#CC)=O)C1=CC=C2C(=N1)C(N(N2C)C)=O